1-(3-bromopropyloxymethyl)-3-iodo-benzene BrCCCOCC1=CC(=CC=C1)I